CC1(CC1)NC1=CC(=NC2=CN=CC=C12)C1=CC=NC=C1 N-(1-methylcyclopropyl)-2-(pyridin-4-yl)-1,7-naphthyridine-4-amine